FC1=CC=CC(=N1)NCCO 2-((6-fluoropyridin-2-yl)amino)ethan-1-ol